N-(5-chloro-2-propoxybenzyl)-N-(4-(N-(prop-2-yn-1-yl)sulfamoyl)phenethyl)pyrazine-2-carboxamide ClC=1C=CC(=C(CN(C(=O)C2=NC=CN=C2)CCC2=CC=C(C=C2)S(NCC#C)(=O)=O)C1)OCCC